(R)-5-[1-(2-chloro-6-fluoro-phenyl)-piperidin-4-yl]-2-cyclopropyl-4-methyl-7-(2-trifluoromethyl-benzyl)-2,4,5,7-tetrahydro-pyrazolo[3,4-d]pyrimidin-6-one ClC1=C(C(=CC=C1)F)N1CCC(CC1)N1C(N(C=2C([C@H]1C)=CN(N2)C2CC2)CC2=C(C=CC=C2)C(F)(F)F)=O